ClC=1C(=NC(=NC1)NC)C1=CC=C2CN(C(C2=C1)=O)[C@@H](C(=O)N[C@H](CO)C1=CC(=CC(=C1)C)F)C (2R)-2-{6-[5-chloro-2-(methylamino)pyrimidin-4-yl]-1-oxo-2,3-dihydro-1H-isoindol-2-yl}-N-[(1S)-1-(3-fluoro-5-methylphenyl)-2-hydroxyethyl]propanamide